OCC1CCC(CC1)N1N=C2C=C(C(=CC2=C1)NC(=O)C=1N=C(OC1)C)C(C)(C)O N-[2-[4-(hydroxymethyl)cyclohexyl]-6-(1-hydroxy-1-methyl-ethyl)indazol-5-yl]-2-methyl-oxazole-4-carboxamide